[Cl-].C(CCCCCCCCCCCCCCCCCCCCC)[N+](CCO)(C)C docosyl-dimethyl-hydroxyethyl-ammonium chloride